ClC(OC1=CC=C(C=C1)NC(=O)C=1C=C2CC(N(C2=C(C1)C1=CC=NN1)C(C)C)CC(=O)N(C)C)(F)F N-(4-(chlorodifluoromethoxy)phenyl)-2-(2-(dimethylamino)-2-oxoethyl)-1-isopropyl-7-(1H-pyrazol-5-yl)indoline-5-carboxamide